ClC1=CC=C(C(=O)NN)C=C1 4-chlorobenzhydrazide